(1S,2S)-2-fluoro-N-[3-(2-fluoro-6-methoxyphenyl)-1H-pyrazolo[3,4-b]pyridin-6-yl]cyclopropane-1-carboxamide F[C@@H]1[C@@H](C1)C(=O)NC1=CC=C2C(=N1)NN=C2C2=C(C=CC=C2OC)F